propyl-2',3,4,5-tetrafluoro-terphenyl C(CC)C1=C(C=C(C(=C1F)F)F)C=1C(CC=CC1)(C1=CC=CC=C1)F